N[C@@H](CS(=O)(=O)O)C(NCCOCCOCCOCCOCC1=CC(=C(C=C1)CN1C=CC=2N=C(N=C(C21)NCCCCC)N)OC)=O (2R)-2-amino-2-{[1-(4-{[2-amino-4-(pentylamino)-5H-pyrrolo[3,2-d]pyrimidin-5-yl]methyl}-3-methoxyphenyl)-2,5,8,11-tetraoxatridecan-13-yl]carbamoyl}ethane-1-sulfonic acid